imidazolide sodium salt [Na+].[N-]1C=NC=C1